C1(=CCCC1)C1=C(C2=C(CCC1)C=C(C=C2)C(=O)OC)C2=CC=C(C=C2)N2CCC(CC2)C(OC)OC methyl 6-(cyclopenten-1-yl)-5-[4-[4-(dimethoxymethyl)-1-piperidyl]phenyl]-8,9-dihydro-7H-benzo[7]annulene-2-carboxylate